Racemic-(2S,3S,4S,5R,6S)-3,4,5-triacetoxy-6-[2-[3-(9H-fluoren-9-ylmethoxycarbonylamino)propionylamino]-4-(hydroxymethyl)phenoxy]tetrahydropyran-2-carboxylic acid methyl ester COC(=O)[C@H]1O[C@H]([C@@H]([C@H]([C@@H]1OC(C)=O)OC(C)=O)OC(C)=O)OC1=C(C=C(C=C1)CO)NC(CCNC(=O)OCC1C2=CC=CC=C2C=2C=CC=CC12)=O |r|